7,8,8a,13,13a,13b-Hexahydro-5H-benzo[1,2]indolizino[8,7-b]indol-5-one C1=CC=CC2=C1C1N(C2=O)CCC2C1NC1=CC=CC=C21